O[C@@H]1C[C@@H](CCC1)NC1=NN=C(C2=CC=CC=C12)C1=C(C=C(C=C1)C(F)(F)F)O 2-[4-[[(1r,3s)-3-hydroxycyclohexyl]amino]phthalazin-1-yl]-5-(trifluoromethyl)phenol